COC(=O)[C@@H]1C(=C([C@H]1C1=CC2=C(OCO2)C=C1)C1=CC=CC=C1)C1SCCCS1 Trans-4-(benzodioxol-5-yl)-2-(1,3-dithian-2-yl)-3-phenylcyclobut-2-ene-1-carboxylic acid methyl ester